C(C)(C)(C)C1=CC(=NO1)NC(=O)NC1=CC=C(C=C1)N1C=NC2=C1C=CC(=C2)OCC2OCCC2 1-(5-tert-butyl-isoxazol-3-yl)-3-{4-[5-(tetrahydrofuran-2-ylmethoxy)-benzoimidazol-1-yl]-phenyl}-urea